OC1CNCCC12COC1=C3CN(C(C3=CC=C12)=O)C1CNCCC1 3-(3'-hydroxy-6-oxo-6,8-dihydro-2H,7H-spiro[furo[2,3-e]isoindole-3,4'-piperidin]-7-yl)piperidine